FC1=CC=C2CCC=C(C2=C1)CC#N 2-(7-fluoro-3,4-dihydronaphthalen-1-yl)acetonitrile